N-((1-aminoisoquinolin-6-yl)methyl)-5-(1-benzyl-1H-pyrazol-5-yl)nicotinamide NC1=NC=CC2=CC(=CC=C12)CNC(C1=CN=CC(=C1)C1=CC=NN1CC1=CC=CC=C1)=O